3-trimethoxysilylpropyl-1-aza-silapentane CO[Si](CCCN[SiH2]CCC)(OC)OC